8-(benzyloxy)-6-chloroimidazo[1,2-b]Pyridazine C(C1=CC=CC=C1)OC=1C=2N(N=C(C1)Cl)C=CN2